COCCN1C(=NC=C1)C=1N=CC2=C(N1)SC=C2 2-(1-(2-methoxyethyl)-1H-imidazol-2-yl)thieno[2,3-d]pyrimidin